(2S)-N-{(1S)-2-[4'-(azetidin-1-ylsulfonyl)biphenyl-4-yl]-1-cyanoethyl}-1,4-oxaazepane-2-carboxamide N1(CCC1)S(=O)(=O)C1=CC=C(C=C1)C1=CC=C(C=C1)C[C@@H](C#N)NC(=O)[C@H]1OCCCNC1